Methyl (2-ethoxyphenyl)diazoacetate C(C)OC1=C(C=CC=C1)C(C(=O)OC)=[N+]=[N-]